C1(=CC=C(C=C1)N(C1=CC=C(C=C1)C1=CC=C(C=C1)N1C2=CC=CC=C2C=2C=CC=CC12)C1=CC=C(C=C1)C1=CC=CC=C1)C1=CC=CC=C1 N,N-bis[1,1'-biphenyl]-4-yl-4'-9H-carbazol-9-yl-[1,1'-biphenyl]-4-amine